COC(=O)[C@@H]1C[C@H](CCC1)OC=1C(=NC(=CC1)C=1N=NN(C1CCCO)C)C (1S,3S)-3-((6-(5-(3-hydroxypropyl)-1-methyl-1H-1,2,3-triazol-4-yl)-2-methyl-pyridin-3-yl)oxy)cyclohexane-1-carboxylic acid methyl ester